(4,4-difluoro-1-piperidyl)-[1-(2-morpholino-[1,2,4]triazolo[1,5-a]pyridin-6-yl)pyrrolo[2,3-b]pyridin-5-yl]methanone FC1(CCN(CC1)C(=O)C=1C=C2C(=NC1)N(C=C2)C=2C=CC=1N(C2)N=C(N1)N1CCOCC1)F